C1(C#CCCCCC1)N(C(O)=O)CCNC(C=C)=O.BrC1=CC=CC(=N1)C1=NN=CN1C1CCC(CC1)=O 4-(3-(6-bromopyridin-2-yl)-4H-1,2,4-triazol-4-yl)cyclohexane-1-one cyclooct-2-yn-1-yl-(2-acrylamidoethyl)carbamate